1,8-difluoro-3-(benzenesulfonyl)-7-(o-tolyl)-3,6-dihydropyrrolo[3,2-e]indazole FC1=NN(C=2C=CC3=C(C12)C(=C(N3)C3=C(C=CC=C3)C)F)S(=O)(=O)C3=CC=CC=C3